4-[4-cyano-5-(3,4-dimethoxyphenyl)-3-(trifluoromethyl)-1H-pyrazol-1-yl]benzenesulfonamide C(#N)C=1C(=NN(C1C1=CC(=C(C=C1)OC)OC)C1=CC=C(C=C1)S(=O)(=O)N)C(F)(F)F